N-behenyl-N-methyl-D-glucamine C(CCCCCCCCCCCCCCCCCCCCC)N(C[C@H](O)[C@@H](O)[C@H](O)[C@H](O)CO)C